3-[(1R)-1-(2,6-dichloro-3-fluorophenyl)ethoxy]-5-(1-piperidin-4-yl-pyrazol-4-yl)pyridine-2-amine ClC1=C(C(=CC=C1F)Cl)[C@@H](C)OC=1C(=NC=C(C1)C=1C=NN(C1)C1CCNCC1)N